7β,25-dihydroxycholesterol O[C@@H]1[C@H]2[C@@H]3CC[C@H]([C@@H](CCCC(C)(C)O)C)[C@]3(CC[C@@H]2[C@]2(CC[C@@H](CC2=C1)O)C)C